(E)-3-(6-Chloropyridin-3-yl)acrylic acid ethyl ester C(C)OC(\C=C\C=1C=NC(=CC1)Cl)=O